2-(3-(sec-butyl)-2-oxo-1,2,3,5-tetrahydro-4H-benzo[1,4]diazepin-4-yl)acetonitrile C(C)(CC)C1C(NC2=C(CN1CC#N)C=CC=C2)=O